ClC1=CC=C(C=C1)C1=C(CCC(C1)(C)C)CN1CCNCC1 1-[[2-(4-chlorophenyl)-4,4-dimethylcyclohex-1-enyl]methyl]piperazine